Cl.CC=1C=C(C=CC1C)NC1N(C(=NC(=N1)N)N1CCCC1)C1=CC(=CC=C1)F N-(3,4-Dimethylphenyl)-N1-(3-fluorophenyl)-6-pyrrolidin-1-yl-[1,3,5]triazine-2,4-diamine hydrochloride